N=1C(C(C=CC1)=N)=N pyridine-bis(imine)